ClC=1C(=C(C=CC1N[C@@H](C)C1=C(C=CC=C1)F)S(=O)(=O)NC=1SC=CN1)F (S)-3-chloro-2-fluoro-4-((1-(2-fluorophenyl)ethyl)amino)-N-(thiazol-2-yl)benzenesulfonamide